1-Methyl-2-(2-methylpyrimidin-4-yl)-N-tetrahydropyran-4-yl-pyrrolo[3,2-c]pyridin-6-amine CN1C(=CC=2C=NC(=CC21)NC2CCOCC2)C2=NC(=NC=C2)C